4-(4-((2-(2,3-dihydrobenzo[b][1,4]dioxin-6-yl)pyrrolidin-1-yl)methyl)phenyl)pyridine O1C2=C(OCC1)C=C(C=C2)C2N(CCC2)CC2=CC=C(C=C2)C2=CC=NC=C2